C(C)(C)(C)OC(=O)N1C2COCC1CNC2 tert.-Butyl-3-oxa-7,9-di-azabicyclo[3.3.1]nonan-9-carboxylat